FC(OC1=CC=C(C=C1)C=1N=C(CN(C1)C1=CC(=CC=C1)C(CC)(F)F)C)F 5-(4-(difluoromethoxy)phenyl)-N-(3-(1,1-difluoropropyl)phenyl)-3-methylpyrazine